COC(=O)C=1C=CC2=C(N(C(=N2)CC2=C(C=C(C=C2)Br)F)C[C@H]2OCC2)C1 (S)-2-(4-bromo-2-fluorobenzyl)-1-(oxaCyclobutan-2-ylmethyl)-1H-benzo[d]imidazole-6-carboxylic acid methyl ester